O=C1NC(CCC1C1=CC=C(CCN2CCC(CC2)N2CCC(CC2)N2CCN(CC2)C2=C3C(N(C(C3=CC=C2)=O)[C@H](CS(=O)(=O)C)C2=CC(=C(C=C2)OC)OCC)=O)C=C1)=O 4-(4-(1'-(4-(2,6-dioxopiperidin-3-yl)phenethyl)-[1,4'-bipiperidin]-4-yl)piperazin-1-yl)-2-((S)-1-(3-ethoxy-4-methoxyphenyl)-2-(methylsulfonyl)ethyl)isoindoline-1,3-dione